C(C)[C@@H](C(=O)O)N1C(CCC1)=O (S)-alpha-ethyl-2-oxo-1-pyrrolidineacetic acid